C1(=CC=CC=C1)NC(=O)NC1=CC=C(C=C1)NC(=O)C1COCC1 N-{4-[(phenylcarbamoyl)amino]phenyl}oxolane-3-carboxamide